ClC=1C(=NC(=NC1)NC1CCC(CC1)NCC=1C=NNC1C)C=1C=NN(C1CC1CC1)C (1R,4R)-N-(5-chloro-4-(5-(cyclopropylmethyl)-1-methyl-1H-pyrazol-4-yl)pyrimidin-2-yl)-N4-((5-methyl-1H-pyrazol-4-yl)methyl)cyclohexane-1,4-diamine